5-Ethynyl-6-methyl-2-{[4-(4-methylpiperazin-1-yl)phenyl]amino}-8-(pyridin-4-ylmethyl)pyrido[2,3-d]pyrimidin-7-one C(#C)C1=C(C(N(C=2N=C(N=CC21)NC2=CC=C(C=C2)N2CCN(CC2)C)CC2=CC=NC=C2)=O)C